1-((R)-4-((Z)-1,2-dimethyl-4-(((R)-1-(2-methyl-3-(trifluoromethyl)-phenyl)ethyl)imino)-1,4-dihydropyrido[3,4-d]pyrimidin-6-yl)-6-methyl-3,6-dihydropyridin-1(2H)-yl)ethan-1-one CN1C(=N\C(\C2=C1C=NC(=C2)C=2CCN([C@@H](C2)C)C(C)=O)=N/[C@H](C)C2=C(C(=CC=C2)C(F)(F)F)C)C